CSC(C(=O)N1C(CCCC1)C=1N(C=C(N1)C1=CC=C(C=C1)C)C(CCCCC)=O)C 1-(2-(1-(2-(methylthio)propanoyl)piperidin-2-yl)-4-(p-tolyl)-1H-imidazol-1-yl)hexan-1-one